tert-Butyl (3aR,5s,6aS)-5-[[(6-chloropyridazin-3-yl)amino]methyl]-3,3a,4,5,6,6a-hexahydro-1H-cyclopenta[c]pyrrole-2-carboxylate ClC1=CC=C(N=N1)NCC1C[C@@H]2[C@@H](CN(C2)C(=O)OC(C)(C)C)C1